COC(C)OC1=C2C(=CNC2=CC=C1)CCN(C)C 2-(4-(1-methoxyethoxy)-1H-indol-3-yl)-N,N-dimethylethan-1-amine